chloro-[1,1'-biphenyl]-3-carboxylic acid ClC1=C(C=CC=C1C(=O)O)C1=CC=CC=C1